N-methyl-2-[4-(2-pyridinyl)phenyl]-acetamide CNC(CC1=CC=C(C=C1)C1=NC=CC=C1)=O